COC1CN(C1)CCC1=NN(C(C=C1C1CC1)=O)[C@H](C(=O)N)CC(C)C (S)-2-(3-(2-(3-methoxyazetidin-1-yl)ethyl)-6-oxo-4-cyclopropylpyridazin-1(6H)-yl)-4-methylpentanamide